N-(2,2'-dimethyl-3'-(4-oxo-4,5,6,7-tetrahydropyrazolo[1,5-a]pyridine-2-carboxamido)-[1,1'-biphenyl]-3-yl)-4-hydroxy-4,5,6,7-tetrahydropyrazolo[1,5-a]pyridine-2-carboxamide CC1=C(C=CC=C1NC(=O)C1=NN2C(C(CCC2)O)=C1)C1=C(C(=CC=C1)NC(=O)C1=NN2C(C(CCC2)=O)=C1)C